O1COC2=C1C=CC(=C2)/C=C/C(=O)N(C2=CC=CC=C2)C2=CC=CC=C2 (2E)-3-(1,3-benzodioxol-5-yl)-N,N-diphenylacrylamide